5-Thio-L-Fucose phosphonate P(O)(O)=O.O=C[C@@H](O)[C@H](O)[C@H](O)[C@@H](S)C